C(CCC)OC1=C(C=C(C=C1)C=1SC2=C(C(=CC(N2C1C(=O)O)=O)CC1=CC(=CC=C1)C(F)(F)F)C1CC1)C 8-(4-Butoxy-3-methyl-phenyl)-5-cyclopropyl-2-oxo-4-{[m-(trifluoromethyl)phenyl]methyl}-7-thia-1-azabicyclo[4.3.0]nona-3,5,8-triene-9-carboxylic acid